7-Fluoro-3-methoxy-1-phenyl-1H-benzo[g]indazol-4,5-dion FC=1C=CC2=C(C(C(C=3C(=NN(C23)C2=CC=CC=C2)OC)=O)=O)C1